ketoglutaric acid (2-oxoglutarate) O=C(C(=O)O)CCC(=O)O.O=C(C(=O)O)CCC(=O)O